(S)-3-(7-(2,6-dioxopiperidin-3-yl)-6-oxo-7,8-dihydro-2H,6H-spiro[furo[2,3-e]isoindole-3,4'-piperidin]-1'-yl)propanoic acid O=C1NC(CC[C@@H]1N1C(C2=CC=C3C(=C2C1)OCC31CCN(CC1)CCC(=O)O)=O)=O